tri(trifluoroethylsilane) phosphate P(=O)(O)(O)O.FC(C[SiH3])(F)F.FC(C[SiH3])(F)F.FC(C[SiH3])(F)F